methyl 2-methoxy-5-(6-oxopyridazin-1(6H)-yl)benzoate COC1=C(C(=O)OC)C=C(C=C1)N1N=CC=CC1=O